CS(=O)(=O)NC(=O)C=1C=NC=C(C1)C1=CC=CC=2N1N=CC2C(=O)N2CCCCC2 N-methylsulfonyl-5-[3-(piperidine-1-carbonyl)pyrazolo[1,5-a]pyridin-7-yl]pyridine-3-carboxamide